[Cl-].C(CCC)[PH3+] n-butylphosphonium chlorid